3,3,3-trichloro-2-(chloromethyl)propionitrile ClC(C(C#N)CCl)(Cl)Cl